2-[(2E)-2-(aminomethyl)-3-fluoroprop-2-en-1-yl]-4-[5-([1,3]thiazolo[5,4-b]pyridin-6-yl)thiophen-2-yl]methyl-2,4-dihydro-3H-1,2,4-triazol-3-one hydrochloride Cl.NC/C(/CN1N=CN(C1=O)CC=1SC(=CC1)C=1C=C2C(=NC1)SC=N2)=C\F